(R)-6-(4-((2,3-dihydrobenzo[b][1,4]dioxin-5-yl)methyl)-2-(2-isopropylphenyl)piperazin-1-yl)-2-azaspiro[3.3]heptane O1C2=C(OCC1)C(=CC=C2)CN2C[C@H](N(CC2)C2CC1(CNC1)C2)C2=C(C=CC=C2)C(C)C